(2S,4R)-1-((S)-2-amino-3,3-dimethylbutanoyl)-4-hydroxy-N-(4-(4-methylthiazol-5-yl)benzyl)pyrrolidine-2-carboxamide HCl salt Cl.N[C@H](C(=O)N1[C@@H](C[C@H](C1)O)C(=O)NCC1=CC=C(C=C1)C1=C(N=CS1)C)C(C)(C)C